OCCOC1=CC(=NC=C1)C=1N=C(C2=C(N1)CCC2)N(CC(=O)NC2CCOCC2)C 2-([2-[4-(2-hydroxyethoxy)pyridin-2-yl]-5H,6H,7H-cyclopenta[d]pyrimidin-4-yl](methyl)amino)-N-(oxan-4-yl)acetamide